5-(4-((5-fluoro-3-oxo-4H-quinoxalin-6-yl)methyl)piperazin-1-yl)-N-(methyl-d3)Pyridinamide FC1=C2NC(C=NC2=CC=C1CN1CCN(CC1)C=1C=CC(=NC1)C(=O)NC([2H])([2H])[2H])=O